3,5-dinitro-2-methylbenzoic anhydride [N+](=O)([O-])C=1C(=C(C(=O)OC(C2=C(C(=CC(=C2)[N+](=O)[O-])[N+](=O)[O-])C)=O)C=C(C1)[N+](=O)[O-])C